2-[(1R,5S,6S)-3-(2,2,2-trifluoroethyl)-3-azabicyclo[3.1.0]hexan-6-yl]ethanol FC(CN1C[C@@H]2C([C@@H]2C1)CCO)(F)F